ClC1(CC1)[C@](CN1N=CN=C1)(CC[C@H]1C(C1)(Cl)Cl)O (2R)-2-(1-chlorocyclopropyl)-4-[(1R)-2,2-dichlorocyclopropyl]-1-(1H-1,2,4-triazol-1-yl)butane-2-ol